OC(C)(C)C1=CC=CC2=C(C=CC=C12)C(C)(C)O 1,5-bis(α-hydroxyisopropyl)naphthalene